(2R,5R)-1-(3-fluoropyridin-4-yl)-2,5-dimethylpiperazine dihydrochloride Cl.Cl.FC=1C=NC=CC1N1[C@@H](CN[C@@H](C1)C)C